O=C1NC(CCC1N1C(C2=CC=C(C=C2C1=O)C#CCCCCN1N=CC(=C1)C1=NC2=CC=CC=C2N=C1)=O)=O (2,6-Dioxopiperidin-3-yl)-5-(6-(4-(quinoxalin-2-yl)-1H-pyrazol-1-yl)hex-1-yn-1-yl)isoindoline-1,3-dione